3-fluoro-2-[3-[[2-fluoro-3-(sulfamoylamino)phenyl]methyl]-4-methyl-2-oxo-chromen-7-yl]oxy-pyridine FC=1C(=NC=CC1)OC1=CC=C2C(=C(C(OC2=C1)=O)CC1=C(C(=CC=C1)NS(N)(=O)=O)F)C